[2H]C(C(NC1=CC=C2C(=C1)NC(C21CCOCC1)=O)=O)(C1(C(C(C(C(C1([2H])[2H])([2H])[2H])([2H])[2H])([2H])[2H])([2H])[2H])[2H])NC(=O)C=1N(N=CC1)C N-{1-Deuterio-2-oxo-2-[(2-oxo-spiro[1H-indole-3,4'-oxane]-6-yl)amino]-1-(1,2,2,3,3,4,4,5,5,6,6-undecadeuteriocyclohexyl)-ethyl}-2-methylpyrazole-3-carboxamide